COC1=CC=C(C=C1)C=1N=NN(C1)CC1=CC=C(C=C1)C1=NOC(=N1)C(F)(F)F 3-[4-[[4-(4-methoxyphenyl)triazol-1-yl]methyl]phenyl]-5-(trifluoromethyl)-1,2,4-oxadiazole